N-[(6-Amino-2-pyridyl)sulfonyl]-5-(3-tert-butyl-5-methylphenyl)-2-(2,2,4-trimethylpyrrolidin-1-yl)pyridin-3-carboxamid NC1=CC=CC(=N1)S(=O)(=O)NC(=O)C=1C(=NC=C(C1)C1=CC(=CC(=C1)C)C(C)(C)C)N1C(CC(C1)C)(C)C